FC=1C=CC=C2C(CCOC12)=N[S@@](=O)C(C)(C)C (S)-N-(8-fluorochroman-4-ylidene)-2-methylpropane-2-sulfinamide